(2,4-dichloro-6,8-difluoroquinazolin-7-yl)naphthalen-2-ol ClC1=NC2=C(C(=C(C=C2C(=N1)Cl)F)C1=C(C=CC2=CC=CC=C12)O)F